3-chloro-4-[(2,4-difluorobenzyl)oxy]-1-(2,6-difluorophenyl)-6-methylpyridin-2(1H)-one ClC=1C(N(C(=CC1OCC1=C(C=C(C=C1)F)F)C)C1=C(C=CC=C1F)F)=O